C(C)OC1=NC2=C(N1CC1=CC=C(C=C1)C1=C(C=CC=C1)C1=NOC(N1)=O)C(=CC=C2)C(=O)O 2-ethoxy-1-[[2'-(4,5-dihydro-5-oxo-1,2,4-oxadiazol-3-yl)biphenyl-4-yl]methyl]benzimidazole-7-carboxylic acid